CC1=C(C=CC=C1C=1C=C2N(C=NC(=C2)CN2CCCCC2)C1)C1=CC=CC=C1 (2S)-1-{[6-(2-Methylbiphenyl-3-yl)pyrrolo[1,2-c]pyrimidin-3-yl]methyl}piperidin